C1(=CC=CC=C1)C=1SC=C(N1)CC(=O)N1CCC(CC1)OC1=NC=CC=C1C(F)(F)F 2-(2-Phenyl-1,3-thiazol-4-yl)-1-(4-{[3-(trifluoromethyl)pyridin-2-yl]oxy}piperidin-1-yl)ethan-1-one